(S)-N-(1-(6-(4-fluoro-1H-pyrazol-1-yl)pyridin-3-yl)ethyl)-4-methoxypiperidine-4-carboxamide FC=1C=NN(C1)C1=CC=C(C=N1)[C@H](C)NC(=O)C1(CCNCC1)OC